tert-butyl-N-acetyl-5-hydroxytryptamine C(C)(C)(C)N(CCC1=CNC2=CC=C(C=C12)O)C(C)=O